C(C)OC1=CC(=NC=C1N1CCNCC1)NC1=NC=2C3=C(C=C(C2C=N1)C)N=CN3C(C)C N-(4-ethoxy-5-(piperazin-1-yl)pyridin-2-yl)-1-isopropyl-5-methyl-1H-imidazo[4,5-h]quinazolin-8-amine